C(C)OC1=NC(=CC(=C1)C1=NC(=C(C(=C1)N(C)CC1(CCCC1)COC)N)N)C(F)(F)F 2'-Ethoxy-N4-{[1-(methoxymethyl)cyclopentyl]methyl}-N4-methyl-6'-(trifluoromethyl)[2,4'-bipyridin]-4,5,6-triamine